[N+](=O)([O-])N(C)CC(=O)O N-NITROSARCOSINE